C(C)(=O)OC1=C(C(=C(C=C1)F)F)F (2,3,4-Trifluorophenyl) acetate